Cl.ClC1=CC=C2C(=N1)C(=CN2)N 5-chloro-1H-pyrrolo[3,2-b]pyridin-3-amine hydrochloride